Cl(=O)(=O)(=O)O.C(C)N1CC=CC=C1 1-ethyl-pyridine perchlorate